((R)-(3-chloro-5-fluoropyridin-2-yl)(1-fluorocyclobutyl)methyl)-2-methylpropane-2-sulfinamide ClC=1C(=NC=C(C1)F)[C@H](C1(CCC1)F)CC(C)(S(=O)N)C